ClC=1C=CC(=NC1)OC=1C(=C(C=NC1)CC1=C(C(=NC=C1)N)F)C 4-({5-[(5-chloropyridin-2-yl)oxy]-4-methylpyridin-3-yl}methyl)-3-fluoropyridin-2-amine